benzyl-aluminium C(C1=CC=CC=C1)[Al]